(4-aminopiperidin-1-yl)-2-(4-cyano-3-fluorophenyl)-3-(3-fluoro-4-methoxyphenyl)isonicotinamide NC1CCN(CC1)C=1N=C(C(=C(C(=O)N)C1)C1=CC(=C(C=C1)OC)F)C1=CC(=C(C=C1)C#N)F